FC1(CCCC=2C(=NC(=NC12)N1[C@H](CCCC1)C)N1C[C@@H]2C([C@@H]2C1)CC(=O)O)F.N1(CCOCC1)C1=CC=C(CC2=C(C=CC=C2)CC(CC)=O)C=C1 1-(4-morpholinylbenzylphenyl)butanone 2-((1R,5S,6R)-3-(8,8-difluoro-2-((S)-2-methylpiperidin-1-yl)-5,6,7,8-tetrahydroquinazolin-4-yl)-3-azabicyclo[3.1.0]hexan-6-yl)acetate